4-(3,7-difluoro-1H-pyrrolo[3,2-c]pyridin-4-yl)piperidine-1-carboxamide FC1=CNC2=C1C(=NC=C2F)C2CCN(CC2)C(=O)N